3-(4-(2-(aminomethyl)-1-methyl-1H-imidazol-5-yl)-1-oxoisoindolin-2-yl)piperidine-2,6-dione NCC=1N(C(=CN1)C1=C2CN(C(C2=CC=C1)=O)C1C(NC(CC1)=O)=O)C